ClC1=NC(=CC(=C1)C=1C=2N(C(=NC1C1=CC=C(C=C1)C)N)C=NN2)C 8-(2-chloro-6-methylpyridin-4-yl)-7-(p-methylphenyl)-[1,2,4]triazolo[4,3-c]pyrimidin-5-amine